OC(C)(C)C1=CC=C(C=C1)C=1C=C2C(=NC1)NC=C2 5-[4-(1-hydroxy-1-methyl-ethyl)phenyl]-1H-pyrrolo[2,3-b]pyridine